OC1C(=C(C(C(=C1)C)=O)OC)OC 4-hydroxy-2,3-dimethoxy-6-methylcyclohexa-2,5-dienone